CN(CCOC=1C=C(C(=O)O)C=CC1)C 3-(2-(dimethylamino)ethoxy)benzoic acid